(E)-3-(4-((3-(methacryloyloxy)propyl)oxy)phenyl)acrylic acid C(C(=C)C)(=O)OCCCOC1=CC=C(C=C1)/C=C/C(=O)O